CC=1C=C(C=CC1C)C1[C@@H]2CN(C[C@H]12)C(=O)C1CC2(C1)NC(CC2)=O (2r,4S)-2-((1R,5S,6S)-6-(3,4-Dimethylphenyl)-3-azabicyclo[3.1.0]hexane-3-carbonyl)-5-azaspiro[3.4]octan-6-one